5-(methyl-d3)-2-(4,4,5,5-tetramethyl-1,3,2-dioxaborolan-2-yl)-4,5,6,7-tetrahydrothieno[3,2-c]pyridine C(N1CC2=C(CC1)SC(=C2)B2OC(C(O2)(C)C)(C)C)([2H])([2H])[2H]